FC=1C(=NC=CC1CC1C(OC2=CC(=CC=C2C1C)OC1=NC=CC=N1)=O)NS(NC)(=O)=O 3-[[3-fluoro-2-(methylsulfamoylamino)-4-pyridinyl]methyl]-4-methyl-7-pyrimidin-2-yloxy-chroman-2-one